(trans)-4-hydroxy-1,1-dioxo-1lambda6-thiolan OC1CCS(C1)(=O)=O